ClC1=C(C(=NC(=N1)C1=C(C=CC=C1)F)N)OC1=C(C=CC=C1)OC chloro-2-(2-fluorophenyl)-5-(2-methoxyphenoxy)pyrimidin-4-amine